methyl-3-aminooxolane-3-carboxylate hydrochloride Cl.COC(=O)C1(COCC1)N